5-(trifluoromethyl)-1H-pyrrolo[3,2-b]pyridine-2-carboxylic acid FC(C1=CC=C2C(=N1)C=C(N2)C(=O)O)(F)F